OC(C(=O)O)CC1=CNC2=CC=CC=C12 2-hydroxy-3-(1H-indole-3-yl)propionic acid